ClC=1C(=C(C#N)C=C(C1)N1CCOC2=C1C=CC(=C2)OC)OCCCl 3-chloro-2-(2-chloroethoxy)-5-(7-methoxy-2,3-dihydro-1,4-benzoxazin-4-yl)benzonitrile